CN(C1=CC=C2C=NN(C2=C1N)C)C N6,N6,1-TRIMETHYLINDAZOLE-6,7-DIAMINE